COC1=CC=C(C=N1)[C@@H]1CN(C[C@@H](C1)C)C(=O)OC(C)(C)C cis-tert-Butyl 3-(6-methoxypyridin-3-yl)-5-methylpiperidine-1-carboxylate